FC(C(=O)O)(F)F.NCC(CC=1N(C(NN1)=O)CC=1SC2=C(C1)C=CC(=C2)C=2C=NC(=CC2)C(F)(F)F)=C(F)F [2-(aminomethyl)-3,3-difluoro-allyl]-4-[[6-[6-(trifluoromethyl)-3-pyridinyl]benzothien-2-yl]methyl]-1,2,4-triazol-3-one trifluoroacetate salt